C(C(=C)C)(=O)OC(CCCC[Si](OC)(OC)OC)CCC ε-methacryloxyoctyl-trimethoxysilane